C(C)C1=CN=C(NC1=O)C12CN(C(C1)C2)C2CCN(CC2)C=2C=CC(=NC2)C(=O)NC 5-(4-(4-(5-ethyl-6-oxo-1,6-dihydropyrimidin-2-yl)-2-azabicyclo[2.1.1]hexan-2-yl)piperidin-1-yl)-N-methylpicolinamide